4-(2-{[(4aS,7aR)-1-(oxolan-3-yl)-octahydro-1H-cyclopenta[b]pyridin-4a-yl]methoxy}-8-fluoro-4-(1,4-oxazepan-4-yl)pyrido[4,3-d]pyrimidin-7-yl)-5-ethynyl-6-fluoronaphthalen-2-ol O1CC(CC1)N1[C@H]2[C@@](CCC1)(CCC2)COC=2N=C(C1=C(N2)C(=C(N=C1)C1=CC(=CC2=CC=C(C(=C12)C#C)F)O)F)N1CCOCCC1